(2R,3S)-2-Methyl-3-((methylsulfonyl)methyl)azetidine C[C@H]1NC[C@@H]1CS(=O)(=O)C